(9Z)-9-octadecenamide C(CCCCCCC\C=C/CCCCCCCC)(=O)N